C(C1=CC=CC=C1)OC1=CC(=NC(=C1)C)C(C)=O 1-(4-(benzyloxy)-6-methylpyridin-2-yl)ethan-1-one